N-{3-[6-(1-hydroxybutyl)-4-methylpyridin-3-yl]-1-methyl-2-oxo-1,6-naphthyridin-7-yl}cyclopropanecarboxamide OC(CCC)C1=CC(=C(C=N1)C=1C(N(C2=CC(=NC=C2C1)NC(=O)C1CC1)C)=O)C